7-chloro-8-fluoro-2-(((2R,7aS)-2-fluorotetrahydro-1H-pyrrolizin-7a(5H)-yl)methoxy)-4-(methylthio)pyrido[4,3-d]pyrimidine ClC1=C(C=2N=C(N=C(C2C=N1)SC)OC[C@]12CCCN2C[C@@H](C1)F)F